NC1=C2C(=NC=N1)N(N=C2C2=CC=C(C=C2)OC2=CC=CC=C2)C2CCN(CC2)C(=O)N2CCN(CC2)CCN2CCC(CC2)C=2C=C1C(N(C(C1=CC2)=O)C2C(NC(CC2)=O)=O)=O 5-(1-(2-(4-(4-(4-amino-3-(4-phenoxyphenyl)-1H-pyrazolo[3,4-d]pyrimidin-1-yl)piperidine-1-carbonyl)piperazin-1-yl)ethyl)piperidin-4-yl)-2-(2,6-dioxopiperidin-3-yl)isoindoline-1,3-dione